4-(1-(2,3-Dihydrobenzofuran-6-yl)ethyl)piperazine-1-carboxylic acid tert-butyl ester C(C)(C)(C)OC(=O)N1CCN(CC1)C(C)C1=CC2=C(CCO2)C=C1